chloropyrimidine-4,6-d2 ClC1=NC(=CC(=N1)[2H])[2H]